C1(=CC=CC=C1)N1N=NN=C1S(=O)(=O)C1CCOCC1 1-phenyl-5-((tetrahydro-2H-pyran-4-yl)sulfonyl)-1H-tetrazole